2-p-nitrophenylhydrazine [N+](=O)([O-])C1=CC=C(C=C1)NN